C1(CC1)N1CCC(C2=CC(=C(C(=C12)OC)N1CC(NCC1)C)F)=O 1-cyclopropyl-6-fluoro-8-methoxy-7-(3-methylpiperazin-1-yl)-2,3-dihydro-quinolin-4(1H)-one